C(C)(C)(C)C=1N(C=CN1)CC1=CC=C(C=C1)C1=CC=CC(=C1)CC(C)C (e)-(4'-((2-(tert-butyl)-1H-imidazol-1-yl)methyl)-5-isobutyl-[1,1'-biphenyl])